(R)-3-(2-(trans-4-(2-Aminoethylamino)cyclohexyl)acetamido)-2-hydroxy-3,4-di-hydro-2H-benzo[e][1,2]oxaborinin NCCN[C@@H]1CC[C@H](CC1)CC(=O)N[C@@H]1B(OC2=C(C1)C=CC=C2)O